NCCC[C@H](C(=O)O)NC(=O)OC(C)(C)C (R)-5-amino-2-((tert-butoxycarbonyl)amino)pentanoic acid